7-chloro-1-(5-methoxypyridin-2-yl)-3-(1,3,5-trimethyl-1H-pyrazol-4-yl)-3,4-dihydropyrimido[4,5-d]pyrimidin-2(1H)-one ClC1=NC=C2C(=N1)N(C(N(C2)C=2C(=NN(C2C)C)C)=O)C2=NC=C(C=C2)OC